C1(=CC=CC=C1)C1=NN(C=C1)C1=NC=2N(C(=C1)N1CCOCC1)N=C(C2)C2=NC=CC=N2 4-[5-(3-phenylpyrazol-1-yl)-2-pyrimidin-2-yl-pyrazolo[1,5-a]pyrimidin-7-yl]morpholine